3-cyano-3-(4-(5-(trifluoromethyl)pyrimidin-2-yl)piperazine-1-carbonyl)azetidine-1-carboxylic acid tert-butyl ester C(C)(C)(C)OC(=O)N1CC(C1)(C(=O)N1CCN(CC1)C1=NC=C(C=N1)C(F)(F)F)C#N